C1(CCCC1)[C@@H](C(=O)N([C@@H](CC(=O)O)C(=O)N1CCOCC1)CCC)N(C)C(=O)OCC1C2=CC=CC=C2C=2C=CC=CC12 (3S)-3-[[(2S)-2-cyclopentyl-2-[9H-fluoren-9-ylmethoxycarbonyl(methyl)amino]acetyl]-propyl-amino]-4-morpholino-4-oxo-butanoic acid